C[Si]1(CC[C@H](CCC1)NC(=O)C1=CC2=C(N=C(S2)C2=CC=CC=C2)N1)C (S)-N-(1,1-dimethylsilepan-4-yl)-2-phenyl-4H-pyrrolo[2,3-d]thiazole-5-carboxamide